FC(OC1=NC(=CC=C1NC(=O)C1(CCC(CC1)(C(=O)O)C([2H])([2H])[2H])C1=C(C=CC=C1)C(C)C)C)F (1s,4s)-4-((2-(difluoromethoxy)-6-methylpyridin-3-yl)carbamoyl)-4-(2-isopropylphenyl)-1-(methyl-d3)cyclohexane-1-carboxylic acid